m-(1-isopropoxy-1-methylethoxy)methylstyrene C(C)(C)OC(C)(OCC=1C=C(C=C)C=CC1)C